ClC=1C(=NC(=NC1)NC1=CC(=C(C=C1)N1C[C@H](CC1)N(C)C)[N+](=O)[O-])C1=CN(C2=C(C=CC=C12)OC)C (S)-5-chloro-N-(4-(3-(dimethylamino)pyrrolidin-1-yl)-3-nitrophenyl)-4-(7-methoxy-1-methyl-1H-indol-3-yl)pyrimidin-2-amine